NC=1C2=C(N=CN1)N(C=C2)[C@@H]2C[C@@]([C@@H]1[C@H]2OC(O1)(C)C)(C)CCC1=CC=C2C=C(C=NC2=C1)F 7-(2-((3aR,4R,6R,6aS)-6-(4-amino-7H-pyrrolo[2,3-d]pyrimidin-7-yl)-2,2,4-trimethyltetrahydro-4H-cyclopenta[d][1,3]dioxol-4-yl)ethyl)-3-fluoroquinolin